3-isocyanatopropyl-methoxydiethoxysilane N(=C=O)CCC[Si](OCC)(OCC)OC